N-[1-[1-(6-chloro-3-pyridyl)ethyl]-2-pyridylidene]-2,2,2-trifluoroacetamide ClC1=CC=C(C=N1)C(C)N1C(C=CC=C1)=NC(C(F)(F)F)=O